C(C1=CN=CC=C1)(=O)N[C@@H](CCO[C@@H]1C[C@@H](C1)CCC1=NC=2NCCCC2C=C1)C(=O)O N-nicotinoyl-O-(cis-3-(2-(5,6,7,8-tetrahydro-1,8-naphthyridin-2-yl)ethyl)cyclobutyl)-L-homoserine